(S)-2-amino-N-((R)-2-oxo-1-(4-(trifluoromethyl)phenyl)azetidin-3-yl)-4-phenylbutanamide N[C@H](C(=O)N[C@H]1C(N(C1)C1=CC=C(C=C1)C(F)(F)F)=O)CCC1=CC=CC=C1